5-(6-cyano-2H-indazol-2-yl)-2-(piperidin-1-yl)-N-(p-tolyl)benzamide C(#N)C=1C=CC2=CN(N=C2C1)C=1C=CC(=C(C(=O)NC2=CC=C(C=C2)C)C1)N1CCCCC1